2-(4-hydroxy-2-methylbutan-2-yl)-3,5-divinylphenol OCCC(C)(C)C1=C(C=C(C=C1C=C)C=C)O